(R)-1-(4-((4'-((3-fluoropyrrolidin-1-yl)methyl)-[1,1'-biphenyl]-4-yl)methyl)phenyl)-5-methyl-1H-1,2,4-triazole-3-carboxamide F[C@H]1CN(CC1)CC1=CC=C(C=C1)C1=CC=C(C=C1)CC1=CC=C(C=C1)N1N=C(N=C1C)C(=O)N